5-(2-(2-(2-isopropylphenyl)pyrrolidine-1-yl)-7-azaspiro[3.5]nonan-7-yl)picolinamide C(C)(C)C1=C(C=CC=C1)C1N(CCC1)C1CC2(C1)CCN(CC2)C=2C=CC(=NC2)C(=O)N